N[C@H](C(=O)N(C)[C@H](C(=O)O)CC1CC1)CC1CC1 (S)-2-((S)-2-amino-3-cyclopropyl-N-methylpropanamido)-3-cyclopropylpropanoic acid